BrC1=NN(C(=C1)C(=O)OC)C1=CC(=C(C=C1)N1CCN(CC1)C)F Methyl 3-bromo-1-(3-fluoro-4-(4-methylpiperazin-1-yl)phenyl)-1H-pyrazole-5-carboxylate